S(=O)([O-])[O-].[NH4+].C(CCCCCCCCCCC)C(C(C)(C)O)OCCOCCOCCO.[NH4+] Dodecyl-dimethyl-tetraethyleneglycol ammonium sulfite